tert-butyl 3-(3-chloro-4-(methyl(4,4,4-trifluorobutyl)carbamoyl) phenylamino)azetidine-1-carboxylate ClC=1C=C(C=CC1C(N(CCCC(F)(F)F)C)=O)NC1CN(C1)C(=O)OC(C)(C)C